C1(CCCCC1)CCCOC=1C=C(C=CC1)NC1=C(C=C(C(=O)N=C2NCCN2)C=C1)C1CC1 4-{[3-(3-cyclohexylpropoxy)phenyl]amino}-3-cyclopropyl-N-(imidazolidin-2-ylidene)benzamide